BrC1=C(C=C2C(=NC(=NC2=C1F)OCC12CCCN2CC(C1)=C)N1C[C@H]2CC[C@@H](C1)N2C(=O)OC(C)(C)C)Cl tert-butyl (1R,5S)-3-(7-bromo-6-chloro-8-fluoro-2-((2-methylene-tetrahydro-1H-pyrrolizin-7a(5H)-yl)methoxy)quinazolin-4-yl)-3,8-diazabicyclo[3.2.1]octane-8-carboxylate